16-Hydroxy-heneicos-18-enoic acid OC(CCCCCCCCCCCCCCC(=O)O)CC=CCC